C(C1=CC=CC=C1)OC(=O)NC(C)(C)C1=CC(=NC(=C1)C1=CC=2CC(C2C=C1)(F)F)OC1[C@@H]2CN(C[C@H]12)C(=O)OC(C)(C)C tert-Butyl (1R,5S,6s)-6-((4-(2-(((benzyloxy)carbonyl)amino)propan-2-yl)-6-(7,7-difluorobicyclo[4.2.0]octa-1(6),2,4-trien-3-yl)pyridin-2-yl)oxy)-3-azabicyclo[3.1.0]hexane-3-carboxylate